C(CC)(=O)O.NC(CC)(CC)N diaminopentane propionate